[S-2].[Zn+2].[Pb+2].[S+2].[S-2].[S-2] sulfur lead-zinc sulfide